methyl-3-(9,9-dimethyl-8,8-diphenyl-4,7-dioxa-3-aza-8-siladec-2-enyl)-5-fluoroisonicotinic acid CC=1C(=C(C(=O)O)C(=CN1)F)CC=NOCCO[Si](C(C)(C)C)(C1=CC=CC=C1)C1=CC=CC=C1